Ethyl (S)-(4-amino-1-(heptylamino)-1,4-dioxobutan-2-yl)carbamate NC(C[C@@H](C(=O)NCCCCCCC)NC(OCC)=O)=O